(R)-1-(4-((1-(3-(1,1-difluoro-2-hydroxy-2-methylpropyl)-2-fluorophenyl)ethyl)amino)-2-methyl-8,9-dihydro-7H-cyclopenta[H]quinazolin-6-yl)-4-(methoxymethyl)piperidin-4-ol FC(C(C)(C)O)(F)C=1C(=C(C=CC1)[C@@H](C)NC1=NC(=NC2=C3C(=C(C=C12)N1CCC(CC1)(O)COC)CCC3)C)F